2-(dimethylamino)-1-(4-(5-(4-isopropyl-5-(8-methyl-[1,2,4]triazolo[1,5-a]pyridin-6-yl)-1H-pyrazol-3-yl)thiazol-2-yl)piperidin-1-yl)ethan-1-one CN(CC(=O)N1CCC(CC1)C=1SC(=CN1)C1=NNC(=C1C(C)C)C=1C=C(C=2N(C1)N=CN2)C)C